CC1=C(N=C(N1)C1=NC=CC(=C1)C=1C=NC=C(C1)N1CCOCC1)C(=O)N1CC(C1)NC(OC(C)(C)C)=O tert-Butyl (1-{[5-methyl-2-(5-morpholin-4-yl-3,4'-bipyridin-2'-yl)-1H-imidazol-4-yl]carbonyl}azetidin-3-yl)carbamate